2-Hydroperoxy-2-methylpentan-3-one O(O)C(C)(C(CC)=O)C